DIETHYLAMINOACETATE C(C)N(CC)CC(=O)[O-]